3,3-difluoro-4-((7-methoxy-4-oxo-3-((2-(trimethylsilyl)ethoxy)methyl)-3,4-dihydroquinazolin-5-yl)oxy)piperidine-1-carboxylic acid tert-butyl ester C(C)(C)(C)OC(=O)N1CC(C(CC1)OC1=C2C(N(C=NC2=CC(=C1)OC)COCC[Si](C)(C)C)=O)(F)F